(1-(1-(6-chloro-5-((4-methoxybenzyl) oxy) pyridin-3-yl) ethyl)-1H-pyrazol-4-yl)T-butyl carbamate C(N)(OC(CC=1C=NN(C1)C(C)C=1C=NC(=C(C1)OCC1=CC=C(C=C1)OC)Cl)(C)C)=O